3-ethoxyazetidin C(C)OC1CNC1